C(C(=O)O)(=O)O.C(C)N(CCC1=CNC2=CC=C(C(=C12)F)OC)C N-ethyl-2-(4-fluoro-5-methoxy-1H-indol-3-yl)-N-methylethan-1-amine oxalate